dibromocrotonic acid Br\C(=C(/C(=O)O)\Br)\C